Ethyl 2-(3-cyano-4-hydroxyphenyl)-4-methyl-1,3-thiazole-5-carboxylate C(#N)C=1C=C(C=CC1O)C=1SC(=C(N1)C)C(=O)OCC